F[C@@H]1[C@H](C2(C[C@H]1C)CCNCC2)N (1s,2s,3r)-2-fluoro-3-methyl-8-azaspiro[4.5]decan-1-amine